3-(5-bromo-2-pyridyl)prop-2-yn-1-ol BrC=1C=CC(=NC1)C#CCO